N1(CCC1)CC1(CC1)NC(C(C)(C)C1=CC(=CC(=C1)F)Cl)=O N-(1-(azetidin-1-ylmethyl)cyclopropyl)-2-(3-chloro-5-fluorophenyl)-2-methylpropanamide